6-(2-chloro-3,5-dimethoxyphenyl)-9-((dimethylamino)methyl)-N-(4-(4-ethylpiperazin-1-yl)phenyl)-[1,2,4]triazolo[4',3':1,6]pyrido[2,3-d]pyrimidin-2-amine ClC1=C(C=C(C=C1OC)OC)C1=CC2=C(N=C(N=C2)NC2=CC=C(C=C2)N2CCN(CC2)CC)N2C1=NN=C2CN(C)C